4-fluoro-N-[4-fluoro-2-(4-methylpiperazin-1-yl)-5-[3-(morpholin-4-ylmethyl)phenyl]phenyl]-3,5-dimethylbenzamide FC1=C(C=C(C(=O)NC2=C(C=C(C(=C2)C2=CC(=CC=C2)CN2CCOCC2)F)N2CCN(CC2)C)C=C1C)C